NC(C(CCC(=O)OC(C)(C)C)N1CC=2C(C1=O)=CSC2COC2=CC=C(C=C2)CNC(=O)OC(C)(C)C)=O tert-butyl 5-amino-4-(1-((4-(((tert-butoxycarbonyl)amino)methyl)-phenoxy)methyl)-4-oxo-4H-thieno[3,4-c]pyrrol-5(6H)-yl)-5-oxopentanoate